O[C@@H]1C[C@H](C1)C(=O)[O-] trans-3-hydroxy-cyclobutaneformate